[N+](=O)([O-])C(C(=O)O)[N+](=O)[O-] dinitroacetic acid